(R)-4-(6-(4-chlorobenzyl)-2-(cyclopropanecarbonyl)-7,10-dioxo-2,6,9-triazaspiro[4.5]decan-9-yl)-3-fluorobenzonitrile ClC1=CC=C(CN2[C@@]3(CCN(C3)C(=O)C3CC3)C(N(CC2=O)C2=C(C=C(C#N)C=C2)F)=O)C=C1